butyl lactate (n-butyl 2-hydroxypropionate) C(CCC)C(C(=O)O)(C)O.C(C(O)C)(=O)OCCCC